N-(4-(cis-bicyclo[3.1.0]hexan-3-yloxy)-3-fluoro-5-methylphenyl)-5-ethyl-2-(3-ethyl-3-methoxyazetidin-1-yl)oxazole-4-carboxamide C12CC(CC2C1)OC1=C(C=C(C=C1C)NC(=O)C=1N=C(OC1CC)N1CC(C1)(OC)CC)F